N-((2S)-1-(2-(3-amino-3-oxopropyl)-2-(trifluoroacetyl)hydrazineyl)-4-methyl-1-oxopentan-2-yl)-4-Methoxy-1H-indole-2-carboxamide NC(CCN(NC([C@H](CC(C)C)NC(=O)C=1NC2=CC=CC(=C2C1)OC)=O)C(C(F)(F)F)=O)=O